C(C)(C)(C)OC(=O)N[C@H](C(=O)O)C (2S)-2-(tert-butoxycarbonylamino)propionic acid